OC1=CC=C(C=C1)C=1C(=C(C=CC1)C1=CC=C(C=C1)O)C1=CC=C(C=C1)O tris-(4-hydroxyphenyl)-benzene